3-dimethylamino-1-(2-hydroxy-5-methylphenyl)prop-2-ene-1-one CN(C=CC(=O)C1=C(C=CC(=C1)C)O)C